6-[2-cyano-3-[[ethyl(methyl)sulfamoyl]amino]-6-fluorophenoxy]-3-[2-[4-[2-[4-[4-[(2,6-dioxopiperidin-3-yl)amino]phenyl]piperidin-1-yl]acetyl]piperazin-1-yl]ethyl]-4-oxoquinazoline C(#N)C1=C(OC=2C=C3C(N(C=NC3=CC2)CCN2CCN(CC2)C(CN2CCC(CC2)C2=CC=C(C=C2)NC2C(NC(CC2)=O)=O)=O)=O)C(=CC=C1NS(N(C)CC)(=O)=O)F